BrC1=CC=C(C=C1)C(CO)O 1-(4-bromophenyl)-1,2-ethanediol